lithium hydroxide, rubidium salt [Rb+].[OH-].[Li+].[OH-]